3-hydroxy-3-phenylpropan-1-amine OC(CCN)C1=CC=CC=C1